N1(C=NC=C1)CC1=CC=C(C=C1)CN1C=NC=C1 1,4-bis[(1H-imidazol-1-yl)methyl]Benzene